(di-iso-propylamino)dichlorosilane C(C)(C)N(C(C)C)[SiH](Cl)Cl